(3-(1,1-difluoroethyl)pyridin-2-yl)methanol FC(C)(F)C=1C(=NC=CC1)CO